(P)-alanine N[C@@H](C)C(=O)O